1-[2-fluoro-6-[5-[(6-methylpyridazin-3-yl)amino]benzimidazol-1-yl]-3-pyridyl]ethanone FC1=NC(=CC=C1C(C)=O)N1C=NC2=C1C=CC(=C2)NC=2N=NC(=CC2)C